C(C)(C)(C)OC(=O)NCCCCN(CC1=NC=C(C=C1)C)C[C@@H]1N(CC2=CC=CC(=C2C1)N1CCN(CC1)C(=O)OC(C)(C)C)C(=O)OC(C)(C)C (R)-tert-butyl 3-(((4-((tert-butoxycarbonyl)amino)butyl) ((5-methylpyridin-2-yl)methyl)amino)methyl)-5-(4-(tert-butoxycarbonyl)piperazin-1-yl)-3,4-dihydroisoquinoline-2(1H)-carboxylate